trans-N-(8-amino-6-(2-cyano-6-methylphenyl)isoquinolin-3-yl)-2-cyanocyclopropane-1-carboxamide NC=1C=C(C=C2C=C(N=CC12)NC(=O)[C@H]1[C@@H](C1)C#N)C1=C(C=CC=C1C)C#N